2-chloro-N-(1-cyclopentyl-1H-imidazol-4-yl)pyrimidin-4-amine ClC1=NC=CC(=N1)NC=1N=CN(C1)C1CCCC1